S-benzyl-cysteamine C(C1=CC=CC=C1)SCCN